CC1(CNC=2N=C(N3N=C(N=C3C12)C(C)C)C=1OC(=CC1)C)C 12,12-dimethyl-7-(5-methylfuran-2-yl)-4-propan-2-yl-3,5,6,8,10-pentazatricyclo[7.3.0.02,6]dodeca-1(9),2,4,7-tetraene